[2H]C1=C(C(=C2C(=C1[2H])C3=C(C(=C(C(=C3N2)[2H])[2H])[2H])[2H])[2H])[2H] Carbazole-d8